ClC1=C(C=CC=C1)CC(=O)NC1=CC(=C2C=CN=C(C2=C1)OCC(C)C)S(N)(=O)=O 2-(2-chlorophenyl)-N-(1-isobutoxy-5-sulfamoylisoquinolin-7-yl)acetamide